C1(CC1)C1=NC=NC(=C1C1=NC=C(C(=N1)OC(C#N)C1=CC=C(C=C1)C=1N(C=C(N1)C(F)(F)F)C)OC)OC 2-((4'-cyclopropyl-5,6'-dimethoxy-[2,5'-bipyrimidine]-4-yl)oxy)-2-(4-(1-methyl-4-(trifluoromethyl)-1H-imidazol-2-yl)phenyl)acetonitrile